2-chloro-3-((4-chloro-N-cyclopropylbenzamido)methyl)-4-(methylsulfonyl)benzoic acid ClC1=C(C(=O)O)C=CC(=C1CN(C(C1=CC=C(C=C1)Cl)=O)C1CC1)S(=O)(=O)C